2-(methoxymethoxy)-6-(trifluoromethoxy)benzaldehyde COCOC1=C(C=O)C(=CC=C1)OC(F)(F)F